N-(4-sulfamoylphenylthiocarbamoyl)pivalamide S(N)(=O)(=O)C1=CC=C(C=C1)NC(=S)NC(C(C)(C)C)=O